4,9-dioxo-4,9-dihydrothiazolo[5,4-g]quinoline-2-carboxylic acid O=C1C2=C(C(C=3C=CC=NC13)=O)SC(=N2)C(=O)O